trimethoxybenzyl acetylsinapate C(C)(=O)/C(/C(=O)OC(C1=C(C=CC=C1)OC)(OC)OC)=C\C1=CC(OC)=C(O)C(OC)=C1